6-((3-methyl-oxabutan-3-yl)amino)pyridazine-3-carboxamide 2,3-dihydrobenzofuran-4-carboxylate O1CCC=2C1=CC=CC2C(=O)O.CC(CO)(C)NC2=CC=C(N=N2)C(=O)N